C1(CC1)[C@]1(C(NC(N1)=O)=O)C[C@H](C(N1CC2=CC=C(C=C2C1)C(F)(F)F)=O)C (S)-5-cyclopropyl-5-((R)-2-methyl-3-oxo-3-(5-(trifluoromethyl)isoindolin-2-yl)propyl)imidazolidine-2,4-dione